C1(CC1)C1=C2C3(C(N(C2=CC=C1)C1=CC=NN1C)=O)CCCC3 Cyclopropyl-1'-(1-methyl-1H-pyrazol-5-yl)spiro[cyclopentane-1,3'-indolin]-2'-one